[2H]C(C#C)([2H])N1C(C2(CC2)OC2=C1C=C(C(=C2)F)N2C(N(C(=CC2=O)C(F)(F)F)C)=O)=O 3-[4-(1,1-dideuterioprop-2-ynyl)-7-fluoro-3-oxo-spiro[1,4-benzoxazine-2,1'-cyclopropane]-6-yl]-1-methyl-6-(trifluoromethyl)pyrimidine-2,4-dione